9-(3-(4-(3-bromophenyl)-6-phenylpyrimidin-2-yl)phenyl)-9H-carbazole BrC=1C=C(C=CC1)C1=NC(=NC(=C1)C1=CC=CC=C1)C=1C=C(C=CC1)N1C2=CC=CC=C2C=2C=CC=CC12